OCC(NCCCS(=O)(=O)O)(CO)CO N-[tris(hydroxymethyl)-methyl]-3-aminopropanesulfonic acid